2-(((6-(((6-amino-2,4-dimethylpyridin-3-yl)methyl)amino)pyrimidin-4-yl)oxy)methyl)-6-cyclopropylimidazo[1,2-a]pyridine-8-carbonitrile formic acid salt C(=O)O.NC1=CC(=C(C(=N1)C)CNC1=CC(=NC=N1)OCC=1N=C2N(C=C(C=C2C#N)C2CC2)C1)C